tert-butyl (R)-3-(chloro(isopropyl)amino)-3-methylpyrrolidine-1-carboxylate ClN([C@]1(CN(CC1)C(=O)OC(C)(C)C)C)C(C)C